ClC=1C=C(C=CC1F)N(C(=O)[C@@H]1C[C@@H](CN1C1=NC(=CC(=C1)C(F)(F)F)C)C(=O)O)C(C)C (3S,5S)-5-[(3-chloro-4-fluorophenyl)(propan-2-yl)carbamoyl]-1-[6-methyl-4-(trifluoromethyl)pyridin-2-yl]Pyrrolidine-3-carboxylic acid